6-chloro-9-isopropyl-7H-purin ClC1=C2NCN(C2=NC=N1)C(C)C